Cl.BrC=1C=NN(C1)C1C(CNCC1)O 4-(4-bromo-1H-pyrazol-1-yl)piperidin-3-ol hydrochloride